NC1=NC(=C(C=2N1N=C(N2)CC2=C(CN1CCC(CC1)C(=O)O)C=CC=C2F)C2=NC=NC=C2)C2=CC(=CC=C2)C#N 1-(2-((5-amino-7-(3-cyanophenyl)-8-(pyrimidin-4-yl)-[1,2,4]triazolo[1,5-c]pyrimidin-2-yl)methyl)-3-fluorobenzyl)piperidine-4-carboxylic acid